ethyl 2,2-difluoro-3-hydroxy-3-(4-(trifluoromethyl)phenyl)butanoate FC(C(=O)OCC)(C(C)(C1=CC=C(C=C1)C(F)(F)F)O)F